F[C@@H]1CN(CC[C@@H]1OC)C1=NC=CC(=N1)NC=1N=CC2=C(N=CC(=C2C1)C(C)C)N1[C@@H]([C@H](C1)CS(=O)(=O)C)C N-{2-[(3R,4S)-3-fluoro-4-methoxy-piperidin-1-yl]pyrimidin-4-yl}-8-[(2R,3S)-3-(methanesulfonyl-methyl)-2-methylazetidin-1-yl]-5-(propan-2-yl)-2,7-naphthyridin-3-amine